methyl 4-((3-((6-((tert-butoxycarbonyl)amino)hexyl)carbamoyl)phenoxy)methyl)-2-(4,4,5,5-tetramethyl-1,3,2-dioxaborolan-2-yl)benzoate C(C)(C)(C)OC(=O)NCCCCCCNC(=O)C=1C=C(OCC2=CC(=C(C(=O)OC)C=C2)B2OC(C(O2)(C)C)(C)C)C=CC1